4,4-bis(methoxyphenyl)aminophenol COC1=C(C=CC=C1)NC1(CC=C(C=C1)O)NC1=C(C=CC=C1)OC